allyl-vinyl alcohol C(C=C)C=CO